tert-butyl N-[3-(3-phenyl-1,2,4-thiadiazol-5-yl)-1-bicyclo[1.1.1]pentanyl]carbamate C1(=CC=CC=C1)C1=NSC(=N1)C12CC(C1)(C2)NC(OC(C)(C)C)=O